3-{[4-(azetidin-3-yl)phenyl]amino}-5-[(3R)-3-(3-methyl-2-oxoimidazolidin-1-yl)piperidin-1-yl]pyrazine-2-carboxamide Cobalt [Co].N1CC(C1)C1=CC=C(C=C1)NC=1C(=NC=C(N1)N1C[C@@H](CCC1)N1C(N(CC1)C)=O)C(=O)N